CC(CCC1C(CCC1)N)C 2-(3-Methylbutyl)cyclopentan-1-amine